C(C)C1=CC=C(C=C1)/C=C/C(=O)C1=CC=C(O[C@@H](C(=O)O)C)C=C1 (2R)-2-[4-[(E)-3-(4-Ethylphenyl)prop-2-enoyl]phenoxy]propanoic acid